C1(CCCC1)S(=O)CCC(=O)OC(C)(C)C Tert-butyl 3-(cyclopentylsulfinyl)-propionate